tert-butyl (2-((2-amino-N-propyl-8-(pyrrolidine-1-carbonyl)-3H-benzo[b]azepine-4-carboxamido)oxy)ethyl)carbamate NC=1CC(=CC2=C(N1)C=C(C=C2)C(=O)N2CCCC2)C(=O)N(CCC)OCCNC(OC(C)(C)C)=O